[N+](=O)([O-])C1=CC=C(C=2C1=NON2)NCCC(=O)N2CC=NC1=CC=CC=C21 4-(3-((7-nitrobenzo[c][1,2,5]oxadiazol-4-yl)amino)propanoyl)-3,4-dihydroquinoxalin